FC1(C2CN(CC1C2)C=2N=C1N(C(C2C)=O)C=C(C=C1[C@@H](C)NC1=C(C(=O)O)C=CC=C1)C)F 2-(((1R)-1-(2-(6,6-difluoro-3-azabicyclo[3.1.1]heptan-3-yl)-3,7-dimethyl-4-oxo-4H-pyrido[1,2-a]pyrimidin-9-yl)ethyl)amino)benzoic acid